dicyclopentanyl-rhodium (III) C1(CCCC1)[Rh+]C1CCCC1